mono-hexadecyl benzoate C(C1=CC=CC=C1)(=O)OCCCCCCCCCCCCCCCC